C(C)OC1=NC=CC=C1C1=CC(=C2C(=N1)C=NN2CCC)N[C@H]2COCC2 (R)-5-(2-ethoxy-3-pyridinyl)-1-propyl-N-[tetrahydrofuran-3-yl]pyrazolo[4,3-b]pyridin-7-amine